(R)-5-phenyl-2-(3-(5-(trifluoromethyl)pyridin-2-yloxy)pyrrolidin-1-yl)nicotinic acid C1(=CC=CC=C1)C=1C=NC(=C(C(=O)O)C1)N1C[C@@H](CC1)OC1=NC=C(C=C1)C(F)(F)F